C(C)(C)N1N=C(C=C1)C1=NC=CC=C1 2-(1-isopropyl-1H-pyrazol-3-yl)pyridine